3-bromo-5-fluoro-pyridin-1-ium-1-amine BrC=1C=[N+](C=C(C1)F)N